NCCC1=CC=C(C=C1)Br 2-amino-1-(4-bromophenyl)ethane